CC1=C(C=C(C=C1)O)O 4-methylbenzene-1,3-diol